OC=1C(=NN(C1)C(C)C)CCC 4-hydroxy-3-n-propyl-1-isopropyl-pyrazol